NC[C@H](CNS(=O)(=O)C1=CC=C(C=C1)N(C)C)C (R)-N-(3-amino-2-methylpropyl)-4-(dimethylamino)benzenesulfonamide